(S)-3,5-dichloro-4-(2-(3-(2-chloroacetamido)-4-methoxybenzoyloxy)-2-(3-(cyclopropylmethoxy)-4-(difluoromethoxy)-phenyl)ethyl)pyridine 1-oxide ClC=1C=[N+](C=C(C1C[C@@H](C1=CC(=C(C=C1)OC(F)F)OCC1CC1)OC(C1=CC(=C(C=C1)OC)NC(CCl)=O)=O)Cl)[O-]